ethyl S-(2,5,5-trimethylbicyclo[2.2.1]heptan-2-yl)cysteinate CC1(C2CC(C(C1)C2)(C)C)SC[C@H](N)C(=O)OCC